BrC=1C=C2CCC(CC2=CC1)=O 6-bromo-3,4-dihydro-2H-naphthalen-2-one